(±)-(4aR,13bS)-10-chloro-1,2,3,4,4a,5,6,13b-octahydro-8H-[1,6]naphthyridino[5,6-b]quinazolin-8-one ClC=1C=C2C(N3C(=NC2=CC1)[C@H]1CCCN[C@@H]1CC3)=O |r|